N[C@@H]1C2=CC=CC=C2CC12CCN(CC2)C=2N=CC(=NC2CO)C#CCN2C=NC1=C2C=C(C=C1)C(=O)N (S)-1-(3-(5-(1-amino-1,3-dihydrospiro[indene-2,4'-piperidine]-1'-yl)-6-(hydroxymethyl)pyrazin-2-yl)prop-2-yn-1-yl)-1H-benzo[d]imidazole-6-carboxamide